C1(CCCCC1)(C=1OCCN1)C=1OCCN1 2,2'-cyclohexylidenebis(2-oxazoline)